C(CCC)C1(C=CC=C1)[Ti](N(C)C)(N(C)C)N(C)C (n-butylcyclopentadienyl)tris(dimethylamino)titanium